N1C=CC=2C1=NC=C(C2)O[C@@H]2CC[C@H](CC2)N2C(N(CC2=O)C=2C=NC=C(C2)C(F)(F)F)=O 3-[trans-4-(1H-pyrrolo[2,3-b]pyridin-5-yloxy)cyclohexyl]-1-[5-(trifluoromethyl)-3-pyridinyl]-2,4-imidazolidinedione